C(C)(C)(C)C=1C=C(CCC(=O)OCCCCCCOC(CCC2=CC(=C(C(=C2)C(C)(C)C)O)C(C)(C)C)=O)C=C(C1O)C(C)(C)C hexamethylene glycol bis(3,5-di-tertbutyl-4-hydroxy-hydrocinnamate)